C1(CC1)C1=NC2=CC=CC=C2C(=C1C=CC=O)C1=CC=C(C=C1)F 3-[2-cyclopropyl-4-(4-fluorophenyl)-3-quinolyl]-2-propenal